4-hydroxybutyl-diethylene glycol terephthalate C(C1=CC=C(C(=O)O)C=C1)(=O)O.OCCCCC(COCCO)O